4-(benzyloxy)-3-methoxy-2-(4,4,5,5-tetramethyl-1,3,2-dioxaborolan-2-yl)benzaldehyde C(C1=CC=CC=C1)OC1=C(C(=C(C=O)C=C1)B1OC(C(O1)(C)C)(C)C)OC